1-{2-[(4-phenoxyphenyl)methoxy]acetyl}pyrrolidine-2-carboxamide tert-butyl-4-(4,4,5,5-tetramethyl-1,3,2-dioxaborolan-2-yl)-5,6-dihydropyridine-1(2H)-carboxylate C(C)(C)(C)OC(=O)N1CC=C(CC1)B1OC(C(O1)(C)C)(C)C.O(C1=CC=CC=C1)C1=CC=C(C=C1)COCC(=O)N1C(CCC1)C(=O)N